((trans-4-((tert-butoxycarbonyl)amino)cyclohexyl)oxy)propanoic acid methyl ester COC(C(C)O[C@@H]1CC[C@H](CC1)NC(=O)OC(C)(C)C)=O